(S)-1-(3-(3-fluorophenyl)-1,2,4-oxadiazol-5-yl)ethan-1-amine FC=1C=C(C=CC1)C1=NOC(=N1)[C@H](C)N